C(CC(O)(C(=O)O)CC(=O)O)(=O)O.C[C@H]1[C@H](CN(CC1)C(CC#N)=O)N(C=1C2=C(N=CN1)NC=C2)C (3R,4R)-4-methyl-3-(methyl-7H-pyrrolo[2,3-d]pyrimidine-4-ylamino)-beta-oxo-1-piperidinepropanonitrile citrate